C(C)N1N=C(C=C1C(=O)NCC(C)(O)C1=NC(=CC(=C1)C(C)(C)NC(OCC1=CC=CC=C1)=O)C1=CC=C(C=C1)F)C=1N=CSC1 benzyl (2-(2-(1-(1-ethyl-3-(thiazol-4-yl)-1H-pyrazole-5-carboxamido)-2-hydroxypropan-2-yl)-6-(4-fluorophenyl)pyridin-4-yl)propan-2-yl)carbamate